FCCCN1CC(C1)CC1=CC=C(C=C1)C1=C(CCCC2=C1C=CC(=C2)C(=O)O)C2=CC(=CC=C2)CO 9-(4-((1-(3-fluoropropyl)azetidin-3-yl)methyl)phenyl)-8-(3-(hydroxymethyl)phenyl)-6,7-dihydro-5H-benzo[7]annulene-3-carboxylic acid